C1(CC1)C1=NN(C(=C1C(F)(F)F)C(=O)OCC)CC1COCCC1 ethyl 3-cyclopropyl-1-((tetrahydro-2H-pyran-3-yl)methyl)-4-(trifluoromethyl)-1H-pyrazole-5-carboxylate